C1(CC1)N1CC=2N=C(SC2C1=O)NC(C1=CN=C(C=C1C1=C(C=CC=C1)OC)C)=O N-(5-cyclopropyl-6-oxo-5,6-dihydro-4H-pyrrolo[3,4-d]thiazol-2-yl)-4-(2-methoxyphenyl)-6-methylnicotinamide